1-cyclopropyl-2-methyl-6-(4-(3-methylpyrrolidin-1-yl)pyrrolo[2,1-F][1,2,4]triazin-5-yl)-1H-imidazo[4,5-b]pyridine C1(CC1)N1C(=NC2=NC=C(C=C21)C=2C=CN1N=CN=C(C12)N1CC(CC1)C)C